ClC1=C(C=C(C=C1)C)N1N=C2C(=N1)C=CC=C2 2-(2'-chloro-5'-methylphenyl)benzotriazole